5-((1R,4R)-2-oxa-5-azabicyclo[2.2.1]hept-5-yl)pyrazolo[1,5-a]pyrimidine-3-carboxylic acid [C@H]12OC[C@H](N(C1)C1=NC=3N(C=C1)N=CC3C(=O)O)C2